5-(Azidomethyl)-2-(4-methoxyphenyl)isothiazolidine 1,1-dioxide N(=[N+]=[N-])CC1CCN(S1(=O)=O)C1=CC=C(C=C1)OC